N-isopropylcarbamic acid [1-[5-[4-(benzylcarbamoylamino)-2-(tert-butylsulfamoyl) phenyl] thiazol-2-yl]-4-bicyclo[2.2.2]octanyl] ester C(C1=CC=CC=C1)NC(=O)NC1=CC(=C(C=C1)C1=CN=C(S1)C12CCC(CC1)(CC2)OC(NC(C)C)=O)S(NC(C)(C)C)(=O)=O